CC1=NN=C(O1)[C@H]1[C@H](CC1)C=1NC(C2=C(N1)N(N=C2C#N)[C@@H](C)C=2C=NC(=CC2)C(F)(F)F)=O 6-((1S,2R)-2-(5-Methyl-1,3,4-oxadiazol-2-yl)cyclobutyl)-4-oxo-1-((S)-1-(6-(trifluoromethyl)pyridin-3-yl)ethyl)-4,5-dihydro-1H-pyrazolo[3,4-d]pyrimidin-3-carbonitril